2-({5-chloro-1H-imidazo[4,5-b]pyridin-2-yl}methyl)-5-(2-chloro-4-methoxyphenyl)imidazo[1,2-a]pyrazine ClC1=CC=C2C(=N1)N=C(N2)CC=2N=C1N(C(=CN=C1)C1=C(C=C(C=C1)OC)Cl)C2